penta(trifluoropropyl)pentamethyl-cyclopentasiloxane 5-amino-1-(4-methoxybenzyl)-1H-pyrazole-4-carboxylate NC1=C(C=NN1CC1=CC=C(C=C1)OC)C(=O)O.FC(CC[Si]1(O[Si](O[Si](O[Si](O[Si](O1)(C)CCC(F)(F)F)(C)CCC(F)(F)F)(C)CCC(F)(F)F)(C)CCC(F)(F)F)C)(F)F